C1(CCCCC1)C1=NC2=C(N1)C=CC(=C2)NC(=O)NC=2C(=C1C=CC(OC1=CC2)(C)C)OC 1-(2-cyclohexyl-1H-benzo[d]imidazol-5-yl)-3-(5-methoxy-2,2-dimethyl-2H-chromen-6-yl)urea